FC1=C(C(=O)O)C=CC(=C1)N(C1=CC(=NC=C1)C(NC)=O)C 2-fluoro-4-(methyl-(2-(methylcarbamoyl)pyridin-4-yl)amino)benzoic acid